OC(C(=O)N1C[C@@H](N(C[C@H]1C)C=1C2=C(N=CN1)N(C=C2C2=CC=CC=C2)C=2C=C(C#N)C=CC2)C)(C)C 3-(4-((2S,5R)-4-(2-hydroxy-2-methylpropanoyl)-2,5-dimethylpiperazin-1-yl)-5-phenyl-7H-pyrrolo[2,3-d]pyrimidin-7-yl)benzonitrile